FC(OC1=C(C[N+]#[C-])C=CC=C1)F 2-(DIFLUOROMETHOXY)BENZYLISOCYANIDE